6-amino-1,4-diazepane NC1CNCCNC1